4-[5-[(1R or S)-1-phenyl-2,3-dihydro-1H-pyrrolo[1,2-a]benzimidazol-7-yl]-2-pyridinyl]piperazine-1-carboxylic acid tert-butyl ester C(C)(C)(C)OC(=O)N1CCN(CC1)C1=NC=C(C=C1)C=1C=CC2=C(N3C(=N2)CC[C@@H]3C3=CC=CC=C3)C1 |o1:29|